((4-((3-fluoropyridin-2-yl)methyl)-1,4,7,10-tetraazacyclododecane-1,7-diyl)bis(methylene))bis(phenylphosphinic acid) FC=1C(=NC=CC1)CN1CCN(CCNCCN(CC1)CP(O)(=O)C1=CC=CC=C1)CP(O)(=O)C1=CC=CC=C1